OC1=C(C=2C(C3=CC=CC=C3SC2C=C1)=O)C 2-hydroxy-1-methyl-9H-thioxanthone